BrC1=CC=C(C=C1)C(C)C 4-bromocumen